NC=1C(=NC=C(C(=O)OC)C1)NC1=C(C=CC(=C1)F)Cl methyl 5-amino-6-((2-chloro-5-fluorophenyl)amino)nicotinate